IC1=NN2C(C=CC=C2C(=O)OC)=C1 methyl 2-iodopyrazolo[1,5-a]pyridine-7-carboxylate